COC=1C=2N(N=C(C1)B(O)O)C=C(N2)C (8-methoxy-2-methyl-imidazo[1,2-b]pyridazin-6-yl)boronic acid